NC(C[C@H](C(=O)N(C)CCNC(OC1=CC=2C(=C3C(=NC2C=C1)C1=CC2=C(C(N1C3)=O)COC([C@]2(O)CC)=O)CC)=O)NC(CCCCCCC)=O)=O (S)-4,11-diethyl-4-hydroxy-3,14-dioxo-3,4,12,14-tetrahydro-1H-pyrano[3',4':6,7]indolizino[1,2-b]quinolin-9-yl (2-((R)-4-amino-N-methyl-2-octanamido-4-oxobutanamido)ethyl)carbamate